2-[4-(5-{[5,5-dimethyl-8-(5-methyl-1H-1,2,3-triazol-1-yl)-5H-chromeno[3,4-d]pyrimidin-3-yl]amino}pyridin-3-yl)piperazin-1-yl]ethan-1-ol CC1(OC=2C=C(C=CC2C=2C1=NC(=NC2)NC=2C=C(C=NC2)N2CCN(CC2)CCO)N2N=NC=C2C)C